BrC1=C(C=C(C=C1)C(C)C)Cl 1-Bromo-2-chloro-4-isopropylbenzene